C(CCCCCCCCC=C)(=O)NCC(=O)O UNDECYLENOYL-GLYCINE